C12=CN(CCN(CCN(CC(=CC=C1)N2)CC(=O)O)CC(=O)O)CC(=O)O 3,6,9,15-tetraazabicyclo[9.3.1]pentadecane-1,11,13-triene-3,6,9-triacetic acid